FC1=C(C(=C(C=C1OC)OC)F)N1C(N(C2=C(C1)C=NC1=C2C=C(N1S(=O)(=O)C1=CC=CC=C1)CN1CCOCC1)CC1CCNCC1)=S 3-(2,6-difluoro-3,5-dimethoxyphenyl)-8-(morpholinomethyl)-7-(phenylsulfonyl)-1-(piperidin-4-ylmethyl)-1,3,4,7-tetrahydro-2H-pyrrolo[3',2':5,6]pyrido[4,3-d]pyrimidine-2-thione